tert-butyl 4-((2-(3-acetoxy-4-(methoxycarbonyl)phenyl)-4-(2,2,2-trifluoroethyl)piperazin-1-yl)methyl)-5-methoxy-7-methyl-1H-indole-1-carboxylate C(C)(=O)OC=1C=C(C=CC1C(=O)OC)C1N(CCN(C1)CC(F)(F)F)CC1=C2C=CN(C2=C(C=C1OC)C)C(=O)OC(C)(C)C